[Br-].[Br-].C(CCCCCCCCCCC)[N+]1=CC=C(C=C1)C1=CC=[N+](C=C1)CCCCCCCCCCCC 1,1'-didodecyl-4,4'-bipyridinium dibromide